FC1=CC2=C(NC(NC2=O)=O)N=C1Cl 6-fluoro-7-chloropyrido[2,3-d]Pyrimidine-2,4(1H,3H)-dione